C(CCC)S(=O)(=O)NC1=CC=C(C=C1)C=1C2=C(N=CN1)NC=C2 4-(4-(butylsulfonamido)phenyl)-7H-pyrrolo[2,3-d]pyrimidin